N-((5-(2-((6-fluoro-2-methylpyrido[2,3-d]pyrimidin-4-yl)thio)acetyl)thiophen-2-yl)methyl)-2-hydroxyacetamide FC1=CC2=C(N=C(N=C2SCC(=O)C2=CC=C(S2)CNC(CO)=O)C)N=C1